7-bromo-1-(6-fluoropyridin-3-yl)-3-iodo-1H-indazole BrC=1C=CC=C2C(=NN(C12)C=1C=NC(=CC1)F)I